2-(4-chlorophenyl)-2,2-difluoroethane-1-one ClC1=CC=C(C=C1)C(C=O)(F)F